6-(5,6-dimethoxy-1H-benzo[d]imidazol-1-yl)-2-(4-fluoro-2-methoxyphenyl)pyridine-3-one COC1=CC2=C(N(C=N2)C=2C=CC(C(N2)C2=C(C=C(C=C2)F)OC)=O)C=C1OC